tert-butyl 3-(2-((methylsulfonyl)oxy)ethyl)azetidine-1-carboxylate CS(=O)(=O)OCCC1CN(C1)C(=O)OC(C)(C)C